CN(CCNCC)CC Methyldiethylethylendiamin